(R)-1-(2-amino-5-fluoro-4-(2-morpholinopyrimidin-5-yl)phenyl)-N-ethyl-N-methylpyrrolidin-3-amine NC1=C(C=C(C(=C1)C=1C=NC(=NC1)N1CCOCC1)F)N1C[C@@H](CC1)N(C)CC